C(#N)C(C)(C)C1=CC=C(C=N1)NCC#CC=1N(C2=CC=CC(=C2C1)NC1CCN(CC1)CC(=O)N(C)C)CC(F)(F)F 2-(4-{[2-(3-{[6-(1-cyano-1-methylethyl)-pyridin-3-yl]amino}prop-1-yn-1-yl)-1-(2,2,2-trifluoroethyl)-1H-indol-4-yl]amino}piperidin-1-yl)-N,N-dimethylacetamide